N-[2-(4-methoxy-1H-indol-3-yl)ethyl]-N-methylpropan-2-amine COC1=C2C(=CNC2=CC=C1)CCN(C(C)C)C